1-benzyl 3-methyldiethylenetriamine pentaacetate C(C)(=O)O.C(C)(=O)O.C(C)(=O)O.C(C)(=O)O.C(C)(=O)O.C(C1=CC=CC=C1)NCC(NCCN)C